OCCCC=O 4-HYDROXYBUTYRALDEHYDE